1,3-dimethyl-4-{2-chloro-3-[(5-methyl-2-oxo-1,3,4-oxadiazol-3(2H)yl)methyl]-4-isopropylsulfonyl-benzoyl}-5-hydroxypyrazole CN1N=C(C(=C1O)C(C1=C(C(=C(C=C1)S(=O)(=O)C(C)C)CN1C(OC(=N1)C)=O)Cl)=O)C